8-chloro-1-methoxy-5,6,6a,7-tetrahydro-4H-dibenzo[de,g]quinoline hydrochloride Cl.ClC1=CC=CC=2C3=C4C(CCNC4CC21)=CC=C3OC